ethyl 2,6-dimethyl-1,4-dihydropyridine-3,5-diacetate CC=1NC(=C(CC1CC(=O)OCC)CC(=O)[O-])C